1-ethyl-N-((1,2,3,5,6,7-hexahydro-s-indacen-4-yl)carbamoyl)-1H-pyrazole-4-sulfonimidamide C(C)N1N=CC(=C1)S(=O)(NC(NC1=C2CCCC2=CC=2CCCC12)=O)=N